CC1CN(CC(C1)C)C=1C=C(C=CC1C(=O)N1C(CN(CC1)C)C1=CC=CC=C1)NC(=O)C1CC1 Anti-N-[3-[3,5-dimethylpiperidin-1-yl]-4-(4-methyl-2-phenylpiperazine-1-carbonyl)phenyl]cyclopropanecarboxamide